(1S,5R)-3-Benzyl-5-(trifluoromethyl)-3-azabicyclo[3.1.0]hexane-1-carboxylic acid ethyl ester C(C)OC(=O)[C@@]12CN(C[C@]2(C1)C(F)(F)F)CC1=CC=CC=C1